FC1=C(C(=O)NC2=C(C=C(C=C2)C(C(F)(F)F)(C(F)(F)F)F)C)C=CC=C1[N+](=O)[O-] 2-fluoro-N-(2-methyl-4-(perfluoropropane-2-yl)phenyl)-3-nitrobenzamide